ICCCCCCCCCCCCCCCCCCCCCC iododocosane